perfluorophenyl 7-cyclobutyl-2-oxo-1,2-dihydroquinoline-3-carboxylate C1(CCC1)C1=CC=C2C=C(C(NC2=C1)=O)C(=O)OC1=C(C(=C(C(=C1F)F)F)F)F